C(C(=C)C)(=O)N1[CH-]OCC1=O 3-methacrylyl-2-oxazolidone